(S)-2-Amino-N-(4-(benzylthio)phenyl)-3-phenylpropanamide, Hydrochloride Cl.N[C@H](C(=O)NC1=CC=C(C=C1)SCC1=CC=CC=C1)CC1=CC=CC=C1